[Li]C(C(=O)O)N(C)C=1C2=C(N=C(N1)C1=NC=CC(=C1)OCC(C)(C)O)CCC2.[N+](=O)([O-])C2=CC(=C(C(=O)NN)C=C2)N2CCC1(CC1)CC2 4-Nitro-2-(6-azaspiro[2.5]octane-6-yl)benzoyl-hydrazine lithio-2-([2-[4-(2-hydroxy-2-methylpropoxy)pyridin-2-yl]-5H,6H,7H-cyclopenta[d]pyrimidin-4-yl](methyl)amino)acetate